FC(OC1=C(C=C(C=C1)N1N=C(C(C1=O)C(=O)OC1=CC=C(C=C1)[N+](=O)[O-])C)C=1OC(=CN1)C)F 4-nitrophenyl 1-(4-(difluoromethoxy)-3-(5-methyloxazol-2-yl)phenyl)-3-methyl-5-oxo-4,5-dihydro-1H-pyrazole-4-carboxylate